N-(1-ethoxycarbonyl-2,2-dimethylpropyl)-1-(cyclohexylmethyl)indole-3-carboxamide tert-butyl-2-(2,4-difluorophenyl)-4-(hydroxymethyl)-3-methoxy-1H-pyrrole-1-carboxylate C(C)(C)(C)OC(=O)N1C(=C(C(=C1)CO)OC)C1=C(C=C(C=C1)F)F.C(C)OC(=O)C(C(C)(C)C)NC(=O)C1=CN(C2=CC=CC=C12)CC1CCCCC1